N,N-diethyl-3-methyl-4-oxo-3,4-dihydroimidazo[5,1-d][1,2,3,5]tetrazine-8-carboxamide C(C)N(C(=O)C=1N=CN2C1N=NN(C2=O)C)CC